[O-]O.C(C)(C)C=1C=C(C=CC1)C(C)C m-isopropyl-cumene hydroperoxide